ClC1=C(C(=CC=C1)F)NC(=O)C1=CC(=C(C=C1O[C@H](C(F)(F)F)C)NC(=O)N1CC(CC1)(F)F)F (S)-N-(4-((2-chloro-6-fluorophenyl)carbamoyl)-2-fluoro-5-((1,1,1-trifluoropropan-2-yl)oxy)phenyl)-3,3-difluoropyrrolidine-1-carboxamide